(R)-1-(4-chloro-2-fluoro-phenyl)-4-(4-fluorobenzyl)-3-((1r,3R)-3-hydroxy-cyclobutyl)piperazine-2,5-dione ClC1=CC(=C(C=C1)N1C([C@H](N(C(C1)=O)CC1=CC=C(C=C1)F)C1CC(C1)O)=O)F